CC1=C(C2=C(N=CN=C2NC2(CC2)C)O1)C(=O)N1CC2=CC=C(C=C2CC1)C#N 2-{6-methyl-4-[(1-methylcyclopropyl)amino]furo[2,3-d]pyrimidine-5-carbonyl}-1,2,3,4-tetrahydroisoquinoline-6-carbonitrile